chloro-bis(methoxycarbonyl)guanidine ClN(C(=N)NC(=O)OC)C(=O)OC